Cl.C1(CC1)C(=O)N1CC(CCC1)N 1-(cyclopropylcarbonyl)-3-piperidinamine HCl